isocyanoethyl-4-hydroxy-benzophenone [N+](#[C-])CCC1=C(C(=O)C2=CC=CC=C2)C=CC(=C1)O